7-phenyldibenzo[c,e]oxepine-5(7H)-thione C1(=CC=CC=C1)C1C2=C(C3=C(C(O1)=S)C=CC=C3)C=CC=C2